dimethylaminonaphthalene-1-sulfonic acid CN(C)C1=C(C2=CC=CC=C2C=C1)S(=O)(=O)O